OC=C(C(=O)O)C.OCCOC(C(=C)C)=O.ClC1=C(C=NC=C1)B1OC(C(O1)(C)C)(C)C 4-chloro-3-(4,4,5,5-tetramethyl-1,3,2-dioxaborolan-2-yl)pyridine hydroxyethyl-methacrylate (hydroxyl-methacrylate)